tert-Butyl 2-((4-(6-fluoropyridin-2-yl)thiazol-2-yl)carbamoyl)azetidine-1-carboxylate FC1=CC=CC(=N1)C=1N=C(SC1)NC(=O)C1N(CC1)C(=O)OC(C)(C)C